CC1=C(C=CC=C1C)C1=CC=C(C=2CCCC12)C(=O)O 7-(2,3-Dimethylphenyl)-2,3-dihydro-1H-indene-4-carboxylic acid